CC=1N=C(C2=C(N1)OC=C2C(=O)NC=2C=CC1=C(N=C(O1)C)C2)NC2(CC2)C methyl-N-(2-methyl-1,3-benzoxazol-5-yl)-4-[(1-methylcyclopropyl)amino]furo[2,3-d]pyrimidine-5-carboxamide